(R)-N-Boc-1-iodo-3-phenyl-2-propylamine C(=O)(OC(C)(C)C)N[C@@H](CI)CC1=CC=CC=C1